1'-(7-ethoxy-3-methyl-1H-Indazole-5-carbonyl)-2-(1-hydroxy-2-methylpropan-2-yl)-5H-spiro[benzo[d]thiazole-6,4'-piperidin]-4(7H)-one C(C)OC=1C=C(C=C2C(=NNC12)C)C(=O)N1CCC2(CC1)CC1=C(N=C(S1)C(CO)(C)C)C(C2)=O